C(#N)P(OCC)(OCC)=O Diethyl Cyanophosphonate